(S or R)-N-((R)-((S)-2,3-dihydro-1H-pyrido[2,3-b][1,4]oxazin-3-yl)(phenyl)methyl)-2-(6-methoxypyridin-3-yl)propan-1-amine N1C2=C(O[C@@H](C1)[C@H](NC[C@@H](C)C=1C=NC(=CC1)OC)C1=CC=CC=C1)N=CC=C2 |o1:9|